ClC1=NN2C(C(=N1)OCC1=CC=C(C=C1)OC)=CC=C2 2-chloro-4-((4-methoxybenzyl)oxy)pyrrolo[2,1-f][1,2,4]triazine